(3aS,4S,6aR)-4-(4-aminobutyl)tetrahydro-1H-thieno[3,4-d]imidazol-2(3H)-one hydrochloride Cl.NCCCC[C@@H]1SC[C@@H]2NC(N[C@@H]21)=O